COC1=CC=CC(=N1)OB(O)O (6-methoxypyridin-2-yl)boric acid